C1(=CC=C(C=C1)C1=NC(=NC(=N1)C1=CC=C(C=C1)C1=CC(=CC=C1)C1=CC=C(C=C1)Br)C1=CC=CC=C1)C1=CC=CC=C1 2-([1,1'-biphenyl]-4-yl)-4-(4''-bromo-[1,1':3',1''-terphenyl]-4-yl)-6-phenyl-1,3,5-triazine